FC1=NC=C(C(=C1NC(/C(=C/C1=CC=C2C=NNC2=C1F)/F)=O)C)F (Z)-N-(2,5-difluoro-4-methylpyridin-3-yl)-2-fluoro-3-(7-fluoro-1H-indazol-6-yl)acrylamide